2-(1H-benzo[d]imidazol-1-yl)oxazole-4-carboxamide N1(C=NC2=C1C=CC=C2)C=2OC=C(N2)C(=O)N